ClC1=C(CN2C(NCC2)=O)C=CC(=C1OC)OC 3-(2-chloro-3,4-dimethoxybenzyl)-2-oxo-imidazolidine